(2,6-dioxopiperidin-3-yl)-5-fluoroisoindoline-1,3-dione O=C1NC(CCC1N1C(C2=CC=C(C=C2C1=O)F)=O)=O